NC=1NC(C=2N=CNC2N1)=O 2-amino-6-oxo-6,9-dihydro-1H-purin